OC1=CC(=C(C=C1C1=CC=CC=C1)SC1=C(C=C(C(=C1)C1=CC=CC=C1)O)C1=CC=CC=C1)C1=CC=CC=C1 bis(4-hydroxy-2,5-diphenylphenyl) sulfide